2-((1S,4S)-4-((((3-(4-chloro-3-(2,4-dioxotetrahydropyrimidin-1(2H)-yl)benzeneFormyl)-3-azaspiro[5.5]undec-9-yl)methyl)(methyl)amino)methyl)-4-hydroxycyclohexyl)-6-methoxy-2H-indole ClC1=C(C=C(C=C1)C(=O)N1CCC2(CC1)CCC(CC2)CN(C)CC2(CCC(CC2)C2N=C1C=C(C=CC1=C2)OC)O)N2C(NC(CC2)=O)=O